BrC1=C(C(=O)O)C(=CC=C1)C(F)(F)F 2-bromo-6-(trifluoromethyl)benzoic acid